Cl.N1=C(C=CC=C1N)N pyridine-2,6-diamine hydrochloride